C[C@@H]1N(C[C@H](N(C1)[C@@H](C(C)C)C1=NC2=CC=C(C=C2C=C1)C(F)(F)F)C)C=1C=2N=CN(C2N2C(N1)=NN=C2)C[C@H]2OCCC2 4-((2S,5R)-2,5-Dimethyl-4-((S)-2-methyl-1-(6-(trifluoromethyl)quinolin-2-yl)propyl)piperazin-1-yl)-1-(((S)-tetrahydrofuran-2-yl)methyl)-1H-[1,2,4]triazolo[3,4-b]purine